3,4-ethylenedioxy-N-methyl-amphetamine C1OC=2C=C(CC(NC)C)C=CC2OC1